4-chloro-2-(1-oxo-3,4,6,7,8,9-hexahydropyrazino-[1,2-a]indol-2(1H)-yl)nicotinaldehyde ClC1=CC=NC(=C1C=O)N1C(C=2N(C=3CCCCC3C2)CC1)=O